ClCC1=CC=NN1CC 5-(chloromethyl)-1-ethyl-1H-pyrazole